Cl.Cl.C(C1=CC=CC=C1)ON[C@@H]1CC[C@H](NC1)C(=O)OC methyl (2S,5R)-5-(benzyloxyamino)piperidine-2-carboxylate dihydrochloride